CC1=CN(C(=O)NC1=O)[C@H]2C[C@@H]([C@H](O2)COC)O 5'-O-Methylthymidine